C1(CCCC1)C(=O)NC=1C=C(C=CC1)N1N=NC(=C1)C1=C(C(=O)O)C=CN=C1 (1-(3-(cyclopentanecarboxamido)phenyl)-1H-1,2,3-triazol-4-yl)isonicotinic acid